(E)-7-(3-(3-methoxybenzylidene)-2,5-dioxopyrrolidinyl)heptanoic acid ethyl ester C(C)OC(CCCCCCN1C(/C(/CC1=O)=C/C1=CC(=CC=C1)OC)=O)=O